ClC=1C=C(C=C(C1)NS(=O)(=O)C)NC(=O)C1=CN(C(=C1)C1=NC=C(C=C1OCC1=NC(=CC=C1)C(C)(C)O)F)C N-(3-chloro-5-(methylsulfonamido)phenyl)-5-(5-fluoro-3-((6-(2-hydroxypropan-2-yl)pyridin-2-yl)methoxy)pyridin-2-yl)-1-methyl-1H-pyrrole-3-carboxamide